(5-phenylpyrazolo[1,5-a]pyrimidin-7-yl)pyrrolidin-3-ol C1(=CC=CC=C1)C1=NC=2N(C(=C1)N1CC(CC1)O)N=CC2